C(CCCCCCCCCCC)[NH3+].P(=S)(OC1=C(C=CC=C1)CC(C)C)(OC1=CC=CC=C1)OC1=CC=CC=C1 isobutylphenyl diphenyl thiophosphate, dodecylammonium salt